[Ca].[Cl-].C[NH+]1CC(CC1)C 1,3-Dimethylpyrrolidinium chlorid calcium